3-Iodo-4-methoxy-N-(4-(pyrrolidin-1-ylsulfonyl)phenyl)benzamide IC=1C=C(C(=O)NC2=CC=C(C=C2)S(=O)(=O)N2CCCC2)C=CC1OC